CNS(=O)(=O)C=1C=NC(=C(C1)C=1C2=C(C(N(C1)C([2H])([2H])[2H])=O)NC=C2)N2CCC1(CC1)CC2 N-methyl-5-(6-trideuteromethyl-7-oxo-6,7-dihydro-1H-pyrrolo[2,3-c]pyridin-4-yl)-6-(6-aza-spiro[2.5]octan-6-yl)pyridin-3-sulfonamide